BrC=1C(=C(C=CC1)NC(\C(=C\C1=CC=CC=C1)\C)=O)F (2E)-N-(3-bromo-2-fluorophenyl)-2-methyl-3-phenylpropa-2-enamide